4-(4-(5-aminopent-1-yn-1-yl)-3-(hydroxymethyl)phenyl)piperazin NCCCC#CC1=C(C=C(C=C1)N1CCNCC1)CO